C1(CC1)C1=NC2=C(N1)C=CC(=C2)C#CC2=NN(C(=C2C(=O)N)NC)[C@@H]2CN([C@H](C2)COC)C(C=C)=O 3-[2-(2-cyclopropyl-1H-1,3-benzodiazol-5-yl)ethynyl]-1-[(3S,5R)-5-(methoxymethyl)-1-(prop-2-enoyl)pyrrolidin-3-yl]-5-(methylamino)pyrazole-4-carboxamide